ethyl 2-methyl-5-(trifluoromethyl)thiophene-3-carboxylate CC=1SC(=CC1C(=O)OCC)C(F)(F)F